OC[C@H](C1=CC=CC=C1)NC1=NC(=NC=C1C1=NC(=NO1)C)NC1=CC=C2C(=N1)C(N(C2=O)C)(C)C (S)-2-((4-((2-hydroxy-1-phenylethyl)amino)-5-(3-methyl-1,2,4-oxadiazol-5-yl)pyrimidin-2-yl)amino)-6,7,7-trimethyl-6,7-dihydro-5H-pyrrolo[3,4-b]pyridin-5-one